(R)-5-(benzyloxy)-2-methyl-N-(2-oxopyrrolidin-3-yl)benzofuran-3-carboxamide C(C1=CC=CC=C1)OC=1C=CC2=C(C(=C(O2)C)C(=O)N[C@H]2C(NCC2)=O)C1